2'-[6-amino-5-(trifluoromethyl)pyridin-3-yl]-N-[(1S)-2-methoxy-1-phenylethyl]-5',6'-dihydrospiro[pyrrolidine-3,4'-pyrrolo[1,2-b]pyrazole]-1-carboxamide NC1=C(C=C(C=N1)C=1C=C2N(N1)CCC21CN(CC1)C(=O)N[C@H](COC)C1=CC=CC=C1)C(F)(F)F